ClC1=CN=C2N1C=C(C=N2)C=2C=CN1N=C(N=CC12)C1(CC(C1)N)N 1-(5-(3-chloroimidazo[1,2-a]pyrimidin-6-yl)pyrrolo[2,1-f][1,2,4]triazin-2-yl)cyclobutane-1,3-diamine